CC=1OC(=CC(C1)=C(C#N)C#N)\C=C\C=1C=C2CCCN3C2=C(C1)CCC3 (E)-2-(2-methyl-6-(2-(2,3,6,7-tetrahydro-1H,5H-pyrido[3,2,1-ij]quinolin-9-yl)vinyl)-4H-pyran-4-ylidene)malononitrile